tetraisopentyloxysilane C(CC(C)C)O[Si](OCCC(C)C)(OCCC(C)C)OCCC(C)C